(1-hydroxy-6,7-dimethoxy-1,2-dihydronaphthalene-2-yl)-2-oxo-3-phenylindoline-1-carboxylic acid tert-butyl ester C(C)(C)(C)OC(=O)N1C(C(C2=CC=CC=C12)(C1=CC=CC=C1)C1C(C2=CC(=C(C=C2C=C1)OC)OC)O)=O